5-((2R,5S)-2,5-dimethylpiperazin-1-yl)pyridin C[C@H]1N(C[C@@H](NC1)C)C=1C=CC=NC1